F[C@H](C1=CC2=C(SC(=C2)C(=O)OC2=C(C(=C(C(=C2F)F)F)F)F)C=C1)[P@](=O)(OC1=CC=CC=C1)N[C@H](C(OCCC)=O)C perfluorophenyl 5-((S)-fluoro((S)-(((S)-1-oxo-1-propoxypropan-2-yl)amino)(phenoxy)phosphoryl)methyl)benzo[b]thiophene-2-carboxylate